3-(5-cyclopropyl-3-ethylsulfanyl-2-pyridyl)-8-(2,2,3,3,3-penta-fluoropropoxy)imidazo[1,5-a]pyrazine C1(CC1)C=1C=C(C(=NC1)C1=NC=C2N1C=CN=C2OCC(C(F)(F)F)(F)F)SCC